FC=1C(=CC2=C(C(NC=3CN(C[C@@H](C23)N(C(=O)C=2NC3=CC=CC=C3C2)C)C)=O)C1)F (R)-N-(8,9-difluoro-3-methyl-6-oxo-1,2,3,4,5,6-hexahydrobenzo[c][1,7]naphthyridin-1-yl)-N-methyl-1H-indole-2-carboxamide